BrC=1C(=C(C=CC1)NC1=NSC2=C1C=CC(=C2)C(OC)OC)Cl N-(3-bromo-2-chlorophenyl)-6-(dimethoxymethyl)benzo[d]isothiazol-3-amine